2-chloro-N-[(2R)-1-oxo-1-[[(3S)-pyrrolidin-3-yl]amino]propan-2-yl]-4-[[3-[3-(trifluoromethyl)-1H-pyrazol-4-yl]imidazo[1,2-a]pyrazin-8-yl]amino]benzamide formate C(=O)O.ClC1=C(C(=O)N[C@@H](C(N[C@@H]2CNCC2)=O)C)C=CC(=C1)NC=1C=2N(C=CN1)C(=CN2)C=2C(=NNC2)C(F)(F)F